FC(CC[Si](OCC)(OCC)OCC)(F)F trifluoropropyl-triethoxysilane